(R)-3-amino-1-(2-((6-amino-9H-purin-9-yl)methyl)-3,4-dichlorophenyl)-N-cyclopropylpyrrolidine-3-carboxamide N[C@]1(CN(CC1)C1=C(C(=C(C=C1)Cl)Cl)CN1C2=NC=NC(=C2N=C1)N)C(=O)NC1CC1